CC1=CC=C2CCC(NC2=C1)C1=CC=C(C=C1)S(=O)(=O)N 4-(7-Methyl-1,2,3,4-tetrahydroquinoline-2-yl)benzenesulfonamide